C(C1=CC=CC=C1)N1CCC2(CC1)COC1=C2C=CC(=C1)O[C@H]1C(NC(CC1)=O)=O (R)-3-((1'-benzyl-2H-spiro[benzofuran-3,4'-piperidin]-6-yl)oxy)piperidine-2,6-dione